1-trimethoxysilyl-6-bis(methyldiethoxysilylpropylamino)methylsilylhexane CO[Si](CCCCCC[SiH2]C(NCCC[Si](C)(OCC)OCC)NCCC[Si](OCC)(OCC)C)(OC)OC